CN1CCCCN(CCCC1)C 1,6-dimethyl-1,6-diazacyclodecane